C(C(O)CO)(=O)O.C(C(O)CO)(=O)O glyceric acid (glycerate)